(S)-5-amino-2-cyclopentyl-6-(3-hydroxy-2,6-dimethylphenyl)-3-(trifluoromethyl)-2,6-dihydropyrrolo[2,3-c]pyrazole-4-carboxamide NC1=C(C=2C(=NN(C2C(F)(F)F)C2CCCC2)N1C1=C(C(=CC=C1C)O)C)C(=O)N